Butyl-4-Hydroxybenzoat C(CCC)OC(C1=CC=C(C=C1)O)=O